C(C)(C)(C)OC(=O)N1[C@H](C[C@]2(OCC(C3=C2SC(=C3)Cl)=O)CC1)C (2S,4R)-2'-chloro-2-methyl-4'-oxo-spiro[piperidine-4,7'-thieno[2,3-C]pyran]-1-carboxylic acid tert-butyl ester